8-(benzyloxy)-6,6-dimethyl-1,4-dioxaspiro[4.5]decane C(C1=CC=CC=C1)OC1CC(C2(OCCO2)CC1)(C)C